18-(oxan-2-yl)-9,13-dioxa-4,5,18,19-tetraazatetracyclo[12.5.2.12,5.017,20]docosa-1(19),2(22),3,14(21),15,17(20)-hexaene O1C(CCCC1)N1C=2C=CC=3OCCCOCCCN4N=CC(C(=N1)C2C3)=C4